(S)-ethyl 8-(2-amino-6-((5-chloro-3'-(methylsulfonyl)-[1,1'-biphenyl]-2-yl)methoxy)pyrimidin-4-yl)-2,8-diazaspiro[4.5]decane-3-carboxylate NC1=NC(=CC(=N1)N1CCC2(C[C@H](NC2)C(=O)OCC)CC1)OCC1=C(C=C(C=C1)Cl)C1=CC(=CC=C1)S(=O)(=O)C